COC(=O)C1=CC(=C2C=NNC2=C1)C1(CCCCC1)CCOC(C(F)(F)F)=O (1R,4R)-4-(2-[(2,2,2-trifluoroacetyl)oxy]ethylcyclohexyl)indazole-6-carboxylic acid methyl ester